C(#N)COC=1C(=NC(=CC1)N1C=NC2=C1C=CC(=C2)NC=2N=NC(=CC2)C)N2N=C(C=C2C)C#N 1-[3-(cyanomethoxy)-6-[5-[(6-methylpyridazin-3-yl)amino]benzimidazol-1-yl]-2-pyridyl]-5-methyl-pyrazole-3-carbonitrile